C(C)(C)(C)C1=C(C(=CC(=C1)CCC1OC1)C(C)(C)C)O 2,6-di-t-butyl-4-[2-(2-oxiranyl)ethyl]phenol